(7R,14S)-1-(difluoromethoxy)-11-fluoro-6-methyl-6,7,13,14-tetrahydro-7,14-methanobenzo[c]pyrimido[1',2':1,5]pyrazolo[4,3-f]azocine-5,12-dione FC(OC1=CC=CC=2C(N([C@H]3C=4C([C@@H](C21)C3)=C3N(N4)C=C(C(N3)=O)F)C)=O)F